BrC1=CC(=C2N=CC(N(C2=C1)C(C)C)=O)F 7-bromo-5-fluoro-1-isopropylquinoxalin-2(1H)-one